BrC1=CC(=C(C(=C1)F)C1=NC2=C(N1C[C@H]1CN(CCO1)C(=O)OC(C)(C)C)C=CC(=C2)C([2H])([2H])[2H])F tert-butyl (S)-2-((2-(4-bromo-2,6-difluorophenyl)-5-(methyl-d3)-1H-benzo[d]imidazole-1-yl)methyl)morpholine-4-carboxylate